4'-((5-bromo-2-propyl-1H-imidazo[4,5-b]pyridin-1-yl)methyl)-N-(4,5-dimethylisoxazol-3-yl)-2'-(ethoxymethyl)-N-(methoxymethyl)-[1,1'-biphenyl]-2-sulfonamide BrC1=CC=C2C(=N1)N=C(N2CC2=CC(=C(C=C2)C=2C(=CC=CC2)S(=O)(=O)N(COC)C2=NOC(=C2C)C)COCC)CCC